N-(4'-((4-(cyclopropylmethoxy)-6-(methylsulfonyl)pyridin-2-yl)amino)-5-(2-methoxyethoxy)-[2,3'-bipyridin]-6'-yl)acetamide C1(CC1)COC1=CC(=NC(=C1)S(=O)(=O)C)NC1=C(C=NC(=C1)NC(C)=O)C1=NC=C(C=C1)OCCOC